(5-cyclopentyl-3-fluoro-2-pyridyl)-2-[1-[3-(methylamino)propyl]tetrazol-5-yl]sulfanyl-5-nitro-benzamide C1(CCCC1)C=1C=C(C(=NC1)C=1C(=C(C(=O)N)C=C(C1)[N+](=O)[O-])SC1=NN=NN1CCCNC)F